4-((4-(4-(2,6-dioxopiperidin-3-yl)benzyl)piperazin-1-yl)methyl)-N-(4-methyl-3-((4-(pyridin-3-yl)pyrimidin-2-yl)amino)phenyl)benzamide O=C1NC(CCC1C1=CC=C(CN2CCN(CC2)CC2=CC=C(C(=O)NC3=CC(=C(C=C3)C)NC3=NC=CC(=N3)C=3C=NC=CC3)C=C2)C=C1)=O